[Al].[Au].[Ni] nickel-gold-aluminum